N1-(1-(4-((5-chloro-4-((2-(dimethylphosphoryl)phenyl)amino)pyrimidin-2-yl)amino)-3-methoxyphenyl)piperidin-4-yl)-N7-(2-(2,6-dioxopiperidin-3-yl)-1,3-dioxoisoindolin-4-yl)heptanediamide ClC=1C(=NC(=NC1)NC1=C(C=C(C=C1)N1CCC(CC1)NC(CCCCCC(=O)NC1=C2C(N(C(C2=CC=C1)=O)C1C(NC(CC1)=O)=O)=O)=O)OC)NC1=C(C=CC=C1)P(=O)(C)C